C(C)OC(CN1S(C2=C(C1=O)C=CC=C2)(=O)=O)=O 2,3-dihydro-3-oxo-1,2-benzisothiazole-2-acetic acid ethyl ester-1,1-dioxide